CC1=NC2=CC=CC(=C2C(N1C1C(NC(CC1)=O)=O)=O)SCC1=NC=C(C=C1)CN1CCCCC1 3-(2-methyl-4-oxo-5-(((5-(piperidin-1-ylmethyl)pyridin-2-yl)methyl)thio)quinazolin-3(4H)-yl)piperidine-2,6-dione